C(#N)N[C@@H]1[C@@H](C1)C(=O)NC=1SC(=CN1)C1CCCCC1 Cis-2-(cyanoamino)-N-(5-cyclohexyl-1,3-thiazol-2-yl)cyclopropane-1-carboxamide